2-[5-methyl-2-(2-oxo-3,4-dihydro-1H-quinolin-6-yl)-1-piperidyl]-N-[6-methyl-5-(trifluoromethyl)-3-pyridyl]-2-oxo-acetamide CC1CCC(N(C1)C(C(=O)NC=1C=NC(=C(C1)C(F)(F)F)C)=O)C=1C=C2CCC(NC2=CC1)=O